2-methoxy-3-(2-methyl-5-vinyl-2H-1,2,3-triazol-4-yl)aniline COC1=C(N)C=CC=C1C1=NN(N=C1C=C)C